(p-toluenesulfonyloxy)piperidine-1-carboxylic acid tert-butyl ester C(C)(C)(C)OC(=O)N1C(CCCC1)OS(=O)(=O)C1=CC=C(C)C=C1